ClC1=CC=C(C=C1)NC(C(C)C1CCC2(CC1)COC1=C2C=CC(=C1)C(F)(F)F)=O N-(4-chlorophenyl)-2-(6-(trifluoromethyl)-2H-spiro[benzofuran-3,1'-cyclohexan]-4'-yl)propanamide